FC1=C(CN2C(N3C(C(=C2)C(=O)N[C@@H]2[C@H](COCC2)O)=NC=C3)=O)C=CC(=C1)C1=CC=NN1C 6-(2-fluoro-4-(1-methyl-1H-pyrazol-5-yl)benzyl)-N-((3R,4S)-3-hydroxytetrahydro-2H-pyran-4-yl)-5-oxo-5,6-dihydroimidazo[1,2-c]pyrimidine-8-carboxamide